C(C)N1CC2N(C3=C1C=C(C=N3)C(F)(F)F)CCNC2 5-ethyl-3-(trifluoromethyl)-5,6,6a,7,9,10-hexahydro-8H-pyrazino[1,2-a]pyrido[3,2-e]pyrazin